(6aR)-1-(4-acryloyl-2,3-dimethylpiperazin-1-yl)-4-chloro-3-(2-fluoro-6-hydroxyphenyl)-6,6a,7,8,9,10-hexahydro-12H-pyrazino[2,1-c]pyrido[3,4-f][1,4]oxazepin-12-one C(C=C)(=O)N1C(C(N(CC1)C1=NC(=C(C2=C1C(N1[C@@H](CO2)CNCC1)=O)Cl)C1=C(C=CC=C1O)F)C)C